ClC1=C(C=CC=C1)C(C(C)C=1N(C(C(=C(N1)C(=O)OCC)OC)=O)C)C1=CC=CC=C1 ethyl 2-[1-(2-chlorophenyl)-1-phenylpropan-2-yl]-5-methoxy-1-methyl-6-oxopyrimidine-4-carboxylate